S(=O)(=O)(O)C(=CC1=CC=CC=C1)S(=O)(=O)[O-].[Na+] sodium sulfostyrenesulfonate